4-(5-Cyano-2-methoxyphenyl)-N-(5-(cyclobutane-carbonyl)-5,6-dihydro-4H-pyrrolo[3,4-d]thiazol-2-yl)-6-methylnicotinamide C(#N)C=1C=CC(=C(C1)C1=CC(=NC=C1C(=O)NC=1SC2=C(N1)CN(C2)C(=O)C2CCC2)C)OC